C(C(C)C)OC(NSCC)=O O-isobutyl-N-ethylthio-carbamic acid